ClC1=C(C(=CC=C1)Cl)C1=C(C=CC=C1)S 2,6-dichlorophenylthiophenol